FC1(CCN(CC1)C1=NC=CC(=N1)N(C)C)F 2-(4,4-difluoropiperidin-1-yl)-N,N-dimethylpyrimidin-4-amine